S[C@H](C(=O)N[C@@H]1C(N2[C@@H](SCC1)CCC[C@H]2C(=O)O)=O)CC2=CC=CC=C2 (4S,7S,10aS)-4-((S)-2-mercapto-3-phenylpropanamido)-5-oxooctahydro-7H-pyrido[2,1-b][1,3]thiazepine-7-carboxylic acid